(2S)-N-(2-Fluorobenzyl)-2-(2-oxopyrrolidin-1-yl)propanamid FC1=C(CNC([C@H](C)N2C(CCC2)=O)=O)C=CC=C1